CCS(=O)CCSP(=O)(OC)OC The molecule is an organic thiophosphate and an organothiophosphate insecticide. It has a role as an EC 3.1.1.7 (acetylcholinesterase) inhibitor, an acaricide and an agrochemical. It derives from a 2-(ethanesulfinyl)ethanol.